perfluoro-hexanesulfonate FC(C(C(C(C(C(F)(F)F)(F)F)(F)F)(F)F)(F)F)(S(=O)(=O)[O-])F